cis-5-octen-1-ol acrylate C(C=C)(=O)OCCCC\C=C/CC